NC=1C=CC2=C(CN(C[C@H](O2)CC)CC2=CC(=CC=3C=CSC32)[C@@H](CC(=O)OCC)C=3C(=C2C(=NC3)N(N=N2)C)C)N1 Ethyl (3R)-3-(7-{[(2R)-7-amino-2-ethyl-2,3-dihydropyrido[2,3-f][1,4]oxazepin-4(5H)-yl] Methyl}-1-benzothiophen-5-yl)-3-(3,7-dimethyl-3H-[1,2,3]triazolo[4,5-b]pyridin-6-yl)propanoate